C(C)(C)(C)OC(NC1=CC=2N(C=C1)N=C(C2Cl)C)=O (2-methyl-3-Chloropyrazolo[1,5-a]pyridin-5-yl)-carbamic acid tert-butyl ester